C(C1=CC=CC=C1)O[C@@H](CO)CC#CCCCCCCCCCCCCCC (R)-2-(benzyloxy)nonadec-4-yn-1-ol